ClC1=C(C=C(OCC(=O)NC23CC(C2)(C3)C(=O)NC3=NC=C(C=C3)C)C=C1)F 3-[2-(4-chloro-3-fluorophenoxy)acetamido]-N-(5-methylpyridin-2-yl)bicyclo[1.1.1]pentane-1-carboxamide